C(C)(C)(C)C1=NN=C(O1)C(=O)NC1C2=C(CN(CC1)C[C@@H](C)O)C=C(C=C2)C2=NC(=NC=C2)NC=2C=NN(C2)C 5-(tert-butyl)-N-(2-((R)-2-hydroxypropyl)-8-(2-((1-methyl-1H-pyrazol-4-yl)amino)pyrimidin-4-yl)-2,3,4,5-tetrahydro-1H-benzo[c]azepin-5-yl)-1,3,4-oxadiazole-2-carboxamide